6-(4-(benzyloxy)-6-methoxybenzofuran-2-yl)-2-methoxyimidazo[2,1-b][1,3,4]thiadiazole C(C1=CC=CC=C1)OC1=CC(=CC2=C1C=C(O2)C=2N=C1SC(=NN1C2)OC)OC